CCCCN(C(=O)NC=1C=C2C(=CNC2=CC1)C1CC2CCCCN2CC1)C1=CC=CC=C1 N-(4-butyl)phenyl-N'-(3-(octahydro-2H-quinolizin-2-yl)-1H-indol-5-yl)urea